1-([1,1'-biphenyl]-2-yloxy)-3-([1,1'-biphenyl]-4-yloxy)propan-2-ol C1(=C(C=CC=C1)OCC(COC1=CC=C(C=C1)C1=CC=CC=C1)O)C1=CC=CC=C1